C(C)NC1=CC(=CC(=N1)N1C(C2=CC(=CC(=C2C1)C(F)(F)F)CNC1(CCC1)C)=O)C1(CC(C1)C)C1=NN=CN1C 2-(6-(ethylamino)-4-((1r,3r)-3-methyl-1-(4-methyl-4H-1,2,4-triazol-3-yl)cyclobutyl)pyridin-2-yl)-6-(((1-methylcyclobutyl)amino)methyl)-4-(trifluoromethyl)isoindolin-1-one